ClC1=NC=C(C(=C1)C1=C(C=NC(=C1)C)C(=O)NC=1SC(=NN1)C1(CC1)OC)OC 2'-chloro-5'-methoxy-N-(5-(1-methoxycyclopropyl)-1,3,4-thiadiazol-2-yl)-6-methyl-(4,4'-bipyridine)-3-carboxamide